N-[5-[[(2S,4R)-4-hydroxy-2-methyl-pyrrolidin-1-yl]methyl]thiazol-2-yl]acetamide O[C@@H]1C[C@@H](N(C1)CC1=CN=C(S1)NC(C)=O)C